N-(5-((4-([1,1'-biphenyl]-3-yl)-5-chloropyrimidin-2-yl)amino)pyridin-3-yl)-6-(6-((2-(2,6-dioxopiperidin-3-yl)-1,3-dioxoisoindolin-4-yl)oxy)hexanamido)hexanamide C1(=CC(=CC=C1)C1=NC(=NC=C1Cl)NC=1C=C(C=NC1)NC(CCCCCNC(CCCCCOC1=C2C(N(C(C2=CC=C1)=O)C1C(NC(CC1)=O)=O)=O)=O)=O)C1=CC=CC=C1